tert-butyl (2R)-2-(4-chloro-7-methyl-3H-imidazo[4,5-c]pyridin-2-yl)pyrrolidine-1-carboxylate ClC1=NC=C(C2=C1NC(=N2)[C@@H]2N(CCC2)C(=O)OC(C)(C)C)C